Methyl 2-(bromomethyl)-4-iodobenzoate BrCC1=C(C(=O)OC)C=CC(=C1)I